COC1=CC=C(C=C1)C1(C=CC2=C(O1)C=1C=C(C=CC1C1=C2C(C2=CC=C(C=C21)C2=CC=C(C=C2)NC(C2=CC=C(C=C2)C2=CC=C(C=C2)[C@@H]2CC[C@H](CC2)CCCCC)=O)(C)C)C(F)(F)F)C2=CC=C(C=C2)OCCCC 3-(4-Methoxyphenyl)-3-(4-butoxyphenyl)-10-[4-(4-(4-(trans-4-pentylcyclohexyl)phenyl)benzamido)phenyl]-6-trifluoromethyl-13,13-dimethyl-3,13-dihydro-indeno[2',3':3,4]naphtho[1,2-b]pyran